FC(CC=1C(=C2C(=NC=3N(C2=CC1)C(=NN3)C)NC3=CC(=NC=C3)C#CC(C)(C)C)F)F (2,2-difluoroethyl)-N-(2-(3,3-dimethylbut-1-yn-1-yl)pyridin-4-yl)-6-fluoro-1-methyl-[1,2,4]triazolo[4,3-a]quinazolin-5-amine